difluorophenyl-tolane FC1=C(C(=C(C=C1)C#CC1=CC=CC=C1)C1=CC=CC=C1)F